((1r,3r)-3-(4-(difluoromethoxy)-3-fluorophenoxy)cyclobutyl)carbamic acid tert-butyl ester C(C)(C)(C)OC(NC1CC(C1)OC1=CC(=C(C=C1)OC(F)F)F)=O